benzyl-(2-hydroxypropyl)-dimethylammonium heptanoate C(CCCCCC)(=O)[O-].C(C1=CC=CC=C1)[N+](C)(C)CC(C)O